Indole-2-butyric acid N1C(=CC2=CC=CC=C12)CCCC(=O)O